3-(m-aminophenoxy)propyltriethoxysilane NC=1C=C(OCCC[Si](OCC)(OCC)OCC)C=CC1